C1(CC1)[C@H](CN1CCCC1)NC(C1=CC=C(C=C1)C1=NOC(=N1)C(F)(F)F)=O (R)-N-(1-Cyclopropyl-2-(pyrrolidin-1-yl)ethyl)-4-(5-(trifluoromethyl)-1,2,4-oxadiazol-3-yl)benzamide